(R)-5-((R)-4-(tert-butoxycarbonyl)-3-(methoxycarbonyl)piperazin-1-yl)-3,3-dimethyl-2-((phenoxycarbonyl)amino)pentanoic acid C(C)(C)(C)OC(=O)N1[C@H](CN(CC1)CCC([C@H](C(=O)O)NC(=O)OC1=CC=CC=C1)(C)C)C(=O)OC